1-(4-(aminomethyl)benzyl)-2-butyl-7-(1H-pyrrol-3-yl)-1H-imidazo[4,5-d]pyridazin-4-amine 2,2,2-trifluoroacetate FC(C(=O)O)(F)F.NCC1=CC=C(CN2C(=NC=3C2=C(N=NC3N)C3=CNC=C3)CCCC)C=C1